C1(CC1)OC1=C(C(=NC=C1)OC)C1=CNC2=NC(=CC=C21)NC(=O)NC[C@H](CN(C)C)F 1-[3-(4-cyclopropoxy-2-methoxypyridin-3-yl)-1H-pyrrolo[2,3-b]pyridin-6-yl]-3-[(2R)-3-(dimethylamino)-2-fluoropropyl]urea